2-(3,5-dichloro-4-((4-methyl-2-(4-(trifluoromethyl)cyclohexyl)quinolin-6-yl)oxy)phenyl)-3,5-dioxo-2,3,4,5-tetrahydro-1,2,4-triazine-6-carbonitrile ClC=1C=C(C=C(C1OC=1C=C2C(=CC(=NC2=CC1)C1CCC(CC1)C(F)(F)F)C)Cl)N1N=C(C(NC1=O)=O)C#N